2-(2,5-dimethyl-1H-pyrrol-1-yl)-7-(4-(1-(1-(4-fluorophenyl)-2,2-dimethylpropyl)-1H-pyrazol-4-yl)pyrimidin-2-yl)-8-methyl-[1,2,4]triazolo[1,5-a]pyridine CC=1N(C(=CC1)C)C1=NN2C(C(=C(C=C2)C2=NC=CC(=N2)C=2C=NN(C2)C(C(C)(C)C)C2=CC=C(C=C2)F)C)=N1